NC1=C2N=CNC2=NC(=N1)C=1C(=C(C=CC1F)NS(=O)(=O)C=1C(=NC=C(C1)Cl)OC)F N-[3-(6-amino-9H-purin-2-yl)-2,4-difluorophenyl]-5-chloro-2-methoxypyridine-3-sulfonamide